ClC1=CC(=NC=C1)CNC1=C2N=CNC2=NC(=N1)C=1C=NC=C(C1)F 6-((4-chloropyridin-2-yl)methylamino)-2-(5-fluoropyridin-3-yl)-9H-purine